CN(C1=CC=C(S1)\C=C\1/C(=NOC1=O)CC)C (E)-4-((5-(dimethylamino)thiophen-2-yl)methylene)-3-ethylisoxazol-5(4H)-one